6,8-dibromo-1',3'-dihydro-1',3',3'-trimethylspiro[2H-1-benzopyran-2,2'-(2H)-indole] BrC=1C=C(C2=C(C=CC3(N(C4=CC=CC=C4C3(C)C)C)O2)C1)Br